COC([C@@H](N)CCCNC(N[N+](=O)[O-])=N)=O N(omega)-Nitro-L-arginine methyl ester